N-(6-((1H-Pyrazol-1-yl)methyl)-4-methoxybenzo[d]isoxazol-3-yl)-3-(3-formylpyrrolidin-1-yl)benzenesulfonamide N1(N=CC=C1)CC1=CC2=C(C(=NO2)NS(=O)(=O)C2=CC(=CC=C2)N2CC(CC2)C=O)C(=C1)OC